N1(CCCCCC1)CC=1C=CC(=NC1)CNC1=C2C(NC(=NC2=CC=C1)C)=O 5-(((5-(azepan-1-ylmethyl)pyridin-2-yl)methyl)amino)-2-methyl-4-oxoquinazolin